(-)-di-toluoyl-tartaric acid C=1(C(=CC=CC1)C(=O)C(C(C(=O)O)(O)C(=O)C=1C(=CC=CC1)C)(O)C(=O)O)C